C(C)(C)OC=1C(C(C1C)=O)=O 3-isopropoxy-4-methylcyclobut-3-ene-1,2-dione